CC(CCOCCCCCCOCCC(CCCC(C)C)C)CCCC(C)C 1,6-bis(3,7-dimethyloctoxy)hexane